methyl-2-chloro-9-([4-[5-isopropyl-3-(trifluoromethyl)pyrazol-1-yl]phenyl]methyl)-7H-purin-8-one CN1C(N(C2=NC(=NC=C12)Cl)CC1=CC=C(C=C1)N1N=C(C=C1C(C)C)C(F)(F)F)=O